O=C(C(=O)OCC(F)(F)F)N1[C@H](CC[C@@H](C1)C)C1(CC1)C |r| 2,2,2-Trifluoroethyl 2-oxo-2-[rac-(2R,5S)-5-methyl-2-(1-methylcyclopropyl)-1-piperidyl]acetate